N1(CCCCCC1)S(=O)(=O)C=1C=C(N)C=CC1CC 3-(azepan-1-ylsulfonyl)-4-ethylaniline